2-((5-amino-7-(3-cyanophenyl)-8-(3-methylpyridin-4-yl)-[1,2,4]triazolo[1,5-c]pyrimidin-2-yl)methoxy)nicotinonitrile NC1=NC(=C(C=2N1N=C(N2)COC2=C(C#N)C=CC=N2)C2=C(C=NC=C2)C)C2=CC(=CC=C2)C#N